ClC1=CC=C(C(=O)C2(CC3(N4CCCC24)C(C2=CC=CC4=CC=CC3=C24)=O)C2=CC(=C(C=C2)O)OC)C=C1 (4-chlorobenzoyl)-1'-(4-hydroxy-3-methoxyphenyl)-1',2',5',6',7',7a'-hexahydro-2H-spiro[acenaphthylene-1,3'-pyrrolizin]-2-one